4-Methyl-α-methylstyrene CC1=CC=C(C(=C)C)C=C1